3,6-bis(N-carbazolyl)-N-phenylcarbazole C1=CC=C(C=C1)N2C3=C(C=C(C=C3)N4C5=CC=CC=C5C6=CC=CC=C64)C7=C2C=CC(=C7)N8C9=CC=CC=C9C1=CC=CC=C18